ClC=1N=NC(=C2C1C=NC=C2)NN 4-Chloro-1-hydrazinopyrido[3,4-d]pyridazine